BrC=1C=CC=2C=3N(C(NC2C1F)=O)C=CN3 8-bromo-7-fluoroimidazo[1,2-c]quinazolin-5(6H)-one